((R)-1-((R)-2-(N-methylpyrazine-2-carboxamido)pentanamido)-4-phenylbutyl)boronic acid CN(C(=O)C1=NC=CN=C1)[C@@H](C(=O)N[C@@H](CCCC1=CC=CC=C1)B(O)O)CCC